COC(=O)[C@H]1N(C[C@@H](C1)N=[N+]=[N-])C(=O)OC(C)(C)C (2S,4R)-4-azidopyrrolidine-1,2-dicarboxylic acid 1-tert-butyl 2-methyl ester